2-Amino-1-(4-(4-hydroxy-4-(5-(pyrimidin-2-yl)pyridin-2-yl)cyclohexyl)hexahydropyrrolo[3,2-b]pyrrol-1(2H)-yl)ethan-1-one NCC(=O)N1C2C(CC1)N(CC2)C2CCC(CC2)(C2=NC=C(C=C2)C2=NC=CC=N2)O